N1(C2=C(OCCC1)N=C1C(=C2)C=CN1)C1=C(C(=O)NS(=O)(=O)C2=CC(=C(C=C2)NCC2CCC(CC2)(C)O)[N+](=O)[O-])C=CC=C1 2-(3,4-dihydro-2H-pyrrolo[3',2':5,6]pyrido[2,3-b][1,4]oxazepin-1(7H)-yl)-N-((4-((((1r,4r)-4-hydroxy-4-methylcyclohexyl)methyl)amino)-3-nitrophenyl)sulfonyl)benzamide